8-(tert-butyl) 2-ethyl (1r,5s)-4-oxo-3,8-diazabicyclo[3.2.1]octane-2,8-dicarboxylate O=C1NC([C@H]2CC[C@@H]1N2C(=O)OC(C)(C)C)C(=O)OCC